O(C1=CC=CC=C1)C1=C(C=CC=C1)/C=C/C(=O)O (E)-3-(2-phenoxyphenyl)acrylic acid